(S)-N-(4-cyclobutyl-5-(4-fluorophenyl)-1-methyl-1H-pyrazol-3-yl)-2-(2,2,3,3-tetrafluorocyclobutyl)acetamide C1(CCC1)C=1C(=NN(C1C1=CC=C(C=C1)F)C)NC(C[C@@H]1C(C(C1)(F)F)(F)F)=O